C(C)(C)(C)OC(=O)N1C[C@H](CC1)NCCC1=CNC2=CC=CC=C12 (S)-3-[2-(indol-3-yl)ethylamino]pyrrolidine-1-carboxylic acid tert-butyl ester